ClC1=C(C=CC=C1NC1=NC=CC(=C1F)CNCCO)C1=NC=CC(=C1F)C1=NC(=C(C=C1)CNC[C@@H]1CCC(N1)=O)OC (S)-5-((((2'-(2-chloro-3-((3-fluoro-4-(((2-hydroxyethyl)amino)methyl)pyridin-2-yl)amino)phenyl)-3'-fluoro-6-methoxy-[2,4'-bipyridin]-5-yl)methyl)amino)methyl)pyrrolidin-2-one